NC=1C=C(OC=2C=NN(C2)C(=O)OC(C)(C)C)C=CC1N tert-butyl 4-(3,4-diaminophenoxy)pyrazole-1-carboxylate